ClC1=CC=C(C(=N1)C(=O)NS(=O)(=O)C)N[C@H](C)C=1C=C(C=C2C(N(C(=NC12)N1CCN(CC1)C=1C=NN(C1)C)C)=O)C (R)-6-chloro-3-((1-(3,6-dimethyl-2-(4-(1-methyl-1H-pyrazol-4-yl)piperazin-1-yl)-4-oxo-3,4-dihydroquinazolin-8-yl)ethyl)amino)-N-(methylsulfonyl)picolinamide